(1R,2R)-2',6'-dimethoxy-3',5-dimethyl-4'-pentyl-2-(prop-1-en-2-yl)-1,2,3,4-tetrahydro-1,1'-biphenyl COC1=C(C(=CC(=C1C)CCCCC)OC)[C@H]1[C@@H](CCC(=C1)C)C(=C)C